Cl.CNOC N-methyl-N-methoxyamine hydrochloride